2-[trans-4-aminocyclohexyl]acetonitrile hydrochloride Cl.N[C@@H]1CC[C@H](CC1)CC#N